CN(C1=NC(=NC=C1C(F)(F)F)NC1=C2C=NN(C2=CC=C1)CC#N)C 2-(4-((4-(dimethylamino)-5-(trifluoromethyl)pyrimidin-2-yl)amino)-1H-indazol-1-yl)acetonitrile